6-(6-(1-((1R,2R,3R,5R)-6,6-difluoro-2-methoxy-8-azabicyclo[3.2.1]octan-3-yl)vinyl)-1,2,4-triazin-3-yl)isoquinolin-7-ol FC1([C@H]2C[C@@H]([C@H]([C@@H](C1)N2)OC)C(=C)C2=CN=C(N=N2)C=2C=C1C=CN=CC1=CC2O)F